2-(3-(2-(2-Aminoethoxy)ethoxy)propanamido)-4-(dimethylamino)-N-(6-methoxypyridazin-3-yl)benzamide NCCOCCOCCC(=O)NC1=C(C(=O)NC=2N=NC(=CC2)OC)C=CC(=C1)N(C)C